CC1C2C(=C(C(C1)C2)C(=O)O)C(=O)O 5-methyl-2,3-dicarboxynorbornene